C(C)(C)NC(O[C@H]1C[C@H](CC1)C=1NN=C(C1)NC(C1=CC(=C(C=C1)C=O)O)=O)=O (1R,3S)-3-[5-(4-formyl-3-hydroxybenzamido)-2H-pyrazol-3-yl]cyclopentyl N-isopropylcarbamate